Cl.N1CCC(CC1)NC=1SC2=C(N1)SC(=N2)C2=C(C=C(C=C2)C=2C=NNC2)O 2-[5-(Piperidin-4-ylamino)[1,3]thiazolo[5,4-d][1,3]thiazol-2-yl]-5-(1H-pyrazol-4-yl)phenol Hydrochlorid